[Na].FC=1C=C(C=CC1B1OC(C(O1)(C)C)(C)C)NC(=O)C1CCCCC1 N-[3-fluoro-4-(4,4,5,5-tetramethyl-1,3,2-dioxaborolan-2-yl)phenyl]cyclohexanecarboxamide sodium